(R)-2-(3-(2-ethynylthiazol-4-yl) ureido)-2-(4-(6-(pyrrolidin-1-yl) pyridin-2-yl)-phenyl)-ethyl carbamate C(N)(OC[C@@H](C1=CC=C(C=C1)C1=NC(=CC=C1)N1CCCC1)NC(=O)NC=1N=C(SC1)C#C)=O